C(CCCCC)[Sn](N(C)C)(N(C)C)N(C)C n-hexyltris(dimethylamino)tin